3-[3-(fluoromethyl)-4-(1H-pyrrolo[2,3-b]pyridin-4-yloxy)phenyl]-1-[3-(trifluoromethyl)phenyl]-2,4-imidazolidinedione FCC=1C=C(C=CC1OC1=C2C(=NC=C1)NC=C2)N2C(N(CC2=O)C2=CC(=CC=C2)C(F)(F)F)=O